(R)-3-(4-chloro-1H-benzo[d]imidazol-2-yl)-2-methyl-N-((S)-11-oxo-2,3,10,11-tetrahydro-1H,5H-benzo[d]pyrazolo[1,2-a][1,2]diazepin-10-yl)propanamide ClC1=CC=CC=2NC(=NC21)C[C@H](C(=O)N[C@H]2C1=C(CN3N(C2=O)CCC3)C=CC=C1)C